FC=1C=CC(=C(C1)C1=CC=CC=C1)C1=NC(=NO1)C1=CC=C(C=C1)C=1N(C=C(N1)C(F)(F)F)C 5-(5-fluoro-[1,1'-biphenyl]-2-yl)-3-(4-(1-methyl-4-(trifluoromethyl)-1H-imidazol-2-yl)phenyl)-1,2,4-oxadiazole